2-propenyl-methoxydimethylsilane C(C=C)[Si](C)(C)OC